FC1(CN(CC1)C(C=C)=O)C=1C=NC(=CC1C1=NN(C=C1)C)C1=CC=C(C=C1)F 1-(3-fluoro-3-(6-(4-fluorophenyl)-4-(1-methyl-1H-pyrazol-3-yl)pyridin-3-yl)pyrrolidin-1-yl)prop-2-en-1-one